O(C1=CC=CC=C1)C1=CC=C(C=C1)C=1NC=2N(N=C3C2CNCCC3)C1C(=O)N 2-(4-phenoxyphenyl)-1,6,7,8,9,10-hexahydroimidazo[1',2':1,5]pyrazolo[4,3-c]azepine-3-carboxamide